C12(CC3CC(CC(C1)C3)C2)N(CCCCCCCSC2=C3CN(C(C3=C(C=C2)F)=O)C2C(NC(CC2)=O)=O)C 3-(4-((7-((adamantan-1-yl)(methyl)amino)heptyl)thio)-7-fluoro-1-oxoisoindolin-2-yl)piperidine-2,6-dione